C1(=CC=CC=C1)C1(CO1)C(C)C 1-phenyl-1-isopropylethylene oxide